O1COC2C1C=1C(CC2)=CCC1 4,5,7,8b-tetrahydro-3aH-cyclopenta[e][1,3]benzodioxole